ClC1=CC=C(C=C1)CCC1=NOC(=N1)CN1N=CC(=CC1=O)C=1C=NNC1C 2-({3-[2-(4-chlorophenyl)ethyl]-1,2,4-oxadiazol-5-yl}methyl)-5-(5-methyl-1H-pyrazol-4-yl)-2,3-dihydropyridazin-3-one